CC1(C(OC1)C1=CC=C(C=C1)OC)C 3,3-dimethyl-2-(p-methoxyphenyl)-oxetane